FC=1C=C2C(=CNC2=CC1)/C(/C#N)=C/C=1C=NC=CC1OC (Z)-2-(5-fluoro-1H-indol-3-yl)-3-(4-methoxypyridin-3-yl)acrylonitrile